C1(=CC=CC=C1)C1(CC1)C1=NNC2=NC(=CN=C21)N2CCC1(CC2)OC2=C([C@H]1N)C=CC=C2 (R)-1'-(3-(1-phenylcyclopropyl)-1H-pyrazolo[3,4-b]pyrazin-6-yl)-3H-spiro[benzofuran-2,4'-piperidin]-3-amine